4-fluoro-N-(2-hydroxy-5-(1-oxo-7-phenyl-1,3,4,5-tetrahydro-2H-benzo[c]azepin-2-yl)phenyl)benzenesulfonamide FC1=CC=C(C=C1)S(=O)(=O)NC1=C(C=CC(=C1)N1C(C2=C(CCC1)C=C(C=C2)C2=CC=CC=C2)=O)O